7-(2-methyl-4-chlorophenoxyacetoxy)-4'-methylisoflavone CC1=C(OCC(=O)OC2=CC=C3C(C(=COC3=C2)C2=CC=C(C=C2)C)=O)C=CC(=C1)Cl